2-(4-fluoro-7-methylisoquinolin-1-yl)propan-2-amine hydrochloride Cl.FC1=CN=C(C2=CC(=CC=C12)C)C(C)(C)N